NC1=NN=C(S1)OCC1=CC=C(C=N1)C(C#N)(C)C 2-(6-(((5-amino-1,3,4-thiadiazol-2-yl)oxy)methyl)pyridin-3-yl)-2-methylpropanenitrile